4-amino-3-chloro-5-fluoro-6-(7-fluoro-1H-indol-6-yl)pyridine-2-carboxylic acid butyl ester C(CCC)OC(=O)C1=NC(=C(C(=C1Cl)N)F)C1=CC=C2C=CNC2=C1F